NC1=NC=CC=C1C1=NC=2C(=NC(=CC2)C2=CC=CC=C2)N1C1=CC=C(CN2CC3(C2)CC(C3)C(=O)OC)C=C1 methyl 2-(4-(2-(2-aminopyridin-3-yl)-5-phenyl-3H-imidazo[4,5-b]pyridin-3-yl)benzyl)-2-azaspiro[3.3]heptane-6-carboxylate